N-(4-(4-Amino-6-ethynyl-5-(quinolin-3-yl)-7H-pyrrolo[2,3-d]pyrimidin-7-yl)-bicyclo-[2.2.1]heptan-1-yl)-5-cyanonicotinamide NC=1C2=C(N=CN1)N(C(=C2C=2C=NC1=CC=CC=C1C2)C#C)C21CCC(CC2)(C1)NC(C1=CN=CC(=C1)C#N)=O